2-(trimethylsilyl)ethyl 4,6-bis(benzyloxy)-2,3-dimethylbenzoate C(C1=CC=CC=C1)OC1=C(C(=C(C(=O)OCC[Si](C)(C)C)C(=C1)OCC1=CC=CC=C1)C)C